C(CCC(=O)O)(=O)O.C(CCC(=O)O)(=O)O.NC[C@@H]1CN(CC1)CC1=C(OCCO)C=CC(=C1)Cl (R)-2-(2-((3-(aminomethyl)pyrrolidin-1-yl)methyl)-4-chlorophenoxy)ethan-1-ol disuccinate